methyl 2-(4-((3-methyl-4-(([1,2,4]triazolo[1,5-a]pyridin-7-yl)oxy)phenyl)amino)pyrimidin-5-yl)oxazole-4-carboxylate CC=1C=C(C=CC1OC1=CC=2N(C=C1)N=CN2)NC2=NC=NC=C2C=2OC=C(N2)C(=O)OC